O[C@@H](CO)[C@H]1OC(C(C1[O-])O)=O.[Na+] sodium (2S)-2-[(1S)-1,2-dihydroxyethyl]-4-hydroxy-5-oxooxolan-3-olate